4-(5-(3,5-dichlorophenyl)-5-(trifluoromethyl)-4,5-dihydroisoxazol-3-yl)-N'-(2-fluoro-5-methylbenzoyl)-2-methylbenzoyl-hydrazine ARGINAT N[C@@H](CCCNC(N)=N)C(=O)O.ClC=1C=C(C=C(C1)Cl)C1(CC(=NO1)C1=CC(=C(C(=O)NNC(C2=C(C=CC(=C2)C)F)=O)C=C1)C)C(F)(F)F